C(C1=CC=CC=C1)[C@@H]1C(N2C(N(O1)C(=O)OCCC1=CC=C(C=C1)O)CN(C([C@@H]2CC2=CC=C(C=C2)O)=O)[C@H](C(=O)NCCCC(C)C)CCCC)=O 4-hydroxyphenethyl (3R,6S)-3-benzyl-6-(4-hydroxybenzyl)-8-((S)-1-((4-methylpentyl)amino)-1-oxohexan-2-yl)-4,7-dioxohexahydropyrazino[2,1-c][1,2,4]oxadiazine-1(6H)-carboxylate